OCCN1CSCN(C1)CCO 3,5-di(2-hydroxyethyl)-1,3,5-thiadiazine